C1NCC12CCN(CC2)C2=CC=C(C=N2)C2=CC1=C(N(C(N1C)=O)C1C(NC(CC1)=O)=O)C=C2 3-(5-(6-(2,7-diazaspiro[3.5]nonan-7-yl)pyridin-3-yl)-3-methyl-2-oxo-2,3-dihydro-1H-benzo[d]imidazol-1-yl)piperidine-2,6-dione